C1=CC=NC(=C1)N Pyridinamine